6-chloro-5-(2,6-difluorophenyl)-7-methyl-1,3-dihydro-1,4-benzodiazepine ClC1=C(C=CC2=C1C(=NCCN2)C2=C(C=CC=C2F)F)C